2-ethylhexyl-4-methoxycinnamate C(C)C(COC(C=CC1=CC=C(C=C1)OC)=O)CCCC